NC1=C(C=C(C(=C1)Cl)F)C(C)(C)O 2-(2-amino-4-chloro-5-fluorophenyl)propan-2-ol